(3S,4R)-3-fluoro-1-(4-((5-isopropyl-8-((R)-1,6-diazaspiro[3.4]octan-1-yl)-2,7-naphthyridin-3-yl)amino)pyrimidin-2-yl)-3-methylpiperidin-4-ol F[C@]1(CN(CC[C@H]1O)C1=NC=CC(=N1)NC=1N=CC2=C(N=CC(=C2C1)C(C)C)N1CC[C@]12CNCC2)C